ethyl 2-(4-((6-(7-(1-methyl-1H-pyrazol-4-yl)imidazo[1,2-a]pyridin-3-yl)pyridin-2-yl)amino)phenyl)acetate CN1N=CC(=C1)C1=CC=2N(C=C1)C(=CN2)C2=CC=CC(=N2)NC2=CC=C(C=C2)CC(=O)OCC